ClC=1C=C(C=CC1C(=O)N1CCN(CC1)C(=O)C1CCNCC1)NC(=O)C=1N(C(=CN1)C1=C(C(=C(C=C1)OC)F)F)C N-[3-Chloro-4-[4-(piperidine-4-carbonyl)piperazine-1-carbonyl]phenyl]-5-(2,3-difluoro-4-methoxy-phenyl)-1-methyl-imidazole-2-carboxamide